N(=[N+]=[N-])[C@@H]1[C@H]([C@H]([C@H](O[C@H]1C)NC1=NC=CC2=C1N=CN2)O)O (2S,3R,4R,5R,6S)-5-azido-2-(1H-imidazo[4,5-c]pyridin-4-ylamino)-6-methyl-tetrahydropyran-3,4-diol